(S)-1-((R)-3-cyclobutyl-2-methylpropanoyl)-4-hydroxy-3,3-dimethylpiperazine C1(CCC1)C[C@H](C(=O)N1CC(N(CC1)O)(C)C)C